N-(6-bromo-5-chloropyridin-3-yl)-N-hydroxyacetamide BrC1=C(C=C(C=N1)N(C(C)=O)O)Cl